C(C)C1(OC=2C=C(C=CC2C=2N=C(SC21)NC(=O)C=2C(=NC(=NC2OC)S(=O)(=O)C)OC)C(F)(F)F)CC N-(4,4-diethyl-7-(trifluoromethyl)-4H-chromeno[4,3-d]thiazol-2-yl)-4,6-dimethoxy-2-(methylsulfonyl)pyrimidine-5-carboxamide